6-(1-Ethyl-5-(2-hydroxypropan-2-yl)-1H-1,2,4-triazol-3-yl)-7-fluoro-4-isopropyl-2-(o-tolyl)isoquinolin-1(2H)-one C(C)N1N=C(N=C1C(C)(C)O)C=1C=C2C(=CN(C(C2=CC1F)=O)C1=C(C=CC=C1)C)C(C)C